FCC([C@@H](C(NNC[C@@H]([C@@H](NC([C@@H](NC(OC)=O)C(C(F)(F)F)(C)C)=O)CC1=CC=C(C=C1)I)O)=O)NC(OC)=O)(C)C methyl ((5S,8S-9S,14S)-16-fluoro-9-hydroxy-8-(4-iodobenzyl)-15,15-dimethyl-3,6,13-trioxo-5-(1,1,1-trifluoro-2-methylpropan-2-yl)-2-oxa-4,7,11,12-tetraazahexadecan-14-yl)carbamate